(1S,3S)-N1-(6-cyclopropyl-1,2,4-triazin-3-yl)cyclopentane-1,3-diamine C1(CC1)C1=CN=C(N=N1)N[C@@H]1C[C@H](CC1)N